C(C1=CC=CC=C1)N1C[C@H]2CCC[C@@H](C1)C2O (1R,5S)-3-benzyl-3-azabicyclo[3.3.1]nonan-9-ol